Cl.Cl.COC=1C=C2C(N(C(=NC2=CC1)CCCCNC)CC(C)(C)C)=O 6-methoxy-2-(4-(methylamino)butyl)-3-neopentylquinazolin-4(3H)-one bis-hydrochloride salt